[N+](=O)(OCCOCCN1C(C2=CC=3C(N(C(C3C=C2C1=O)=O)CCOCCO[N+](=O)[O-])=O)=O)[O-] (((1,3,5,7-Tetraoxo-5,7-dihydropyrrolo[3,4-f]isoindole-2,6(1H,3H)-diyl)bis(ethane-2,1-diyl))bis(oxy))bis(ethane-2,1-diyl) dinitrate